2-chloro-1-(2-chlorophenoxy)-4-nitrobenzene ClC1=C(C=CC(=C1)[N+](=O)[O-])OC1=C(C=CC=C1)Cl